N-([2,3'-bipyridin]-6'-yl)-3-chloro-4-fluorobenzamide N1=C(C=CC=C1)C=1C=NC(=CC1)NC(C1=CC(=C(C=C1)F)Cl)=O